NC1(COC1)CNC1=C2NCN(C2=NC(=N1)N1CCS(C2=C(C1)C=CC=C2)(=O)=O)C 4-(6-(((3-aminooxetan-3-yl)methyl)amino)-9-methyl-8,9-dihydro-7H-purin-2-yl)-2,3,4,5-tetrahydrobenzo[f][1,4]thiazepin-1,1-Dioxide